1-(4-(4-chlorobenzyl)-3,4-dihydroquinoxaline-1(2H)-yl)-2-(4-methylpiperazin-1-yl)propan-1-one ClC1=CC=C(CN2CCN(C3=CC=CC=C23)C(C(C)N2CCN(CC2)C)=O)C=C1